3-((4-(5-chloro-2-((6,6-difluoro-1,4-oxazepan-2-yl)methyl)-3-methylphenyl)pyrrolo[2,1-f][1,2,4]triazin-6-yl)methyl)-6,6-dimethyl-3-azabicyclo[3.1.0]hexane-2,4-dione hydrochloride Cl.ClC=1C=C(C(=C(C1)C1=NC=NN2C1=CC(=C2)CN2C(C1C(C1C2=O)(C)C)=O)CC2OCC(CNC2)(F)F)C